CO[Si](CCCCCC)(OC)OC trimethoxy(n-hexyl)silane